3-Amino-5-(4-trifluoromethoxy-benzenesulfonyl)-pyridine-2-carboxylic acid NC=1C(=NC=C(C1)S(=O)(=O)C1=CC=C(C=C1)OC(F)(F)F)C(=O)O